6-chloro-3-((1-(2-cyano-7-methyl-3-(pyrrolidin-1-yl)quinoxalin-5-yl)ethyl)amino)picolinic acid ClC1=CC=C(C(=N1)C(=O)O)NC(C)C1=C2N=C(C(=NC2=CC(=C1)C)C#N)N1CCCC1